CC1(CC2=CC=C(N2C1)C#N)C 2,2-dimethyl-2,3-dihydro-1H-pyrrolizine-5-carbonitrile